tri-sec-butylammonium tetrakis(pentafluorophenyl)borate FC1=C(C(=C(C(=C1[B-](C1=C(C(=C(C(=C1F)F)F)F)F)(C1=C(C(=C(C(=C1F)F)F)F)F)C1=C(C(=C(C(=C1F)F)F)F)F)F)F)F)F.C(C)(CC)[NH+](C(C)CC)C(C)CC